BrC=1C=C2C(=NNC2=C(C1)Cl)C(=O)OC methyl 5-bromo-7-chloro-1H-indazole-3-carboxylate